C(C)(C)(C)OC(=O)NCC1CN(CC1)C1=NC(=NC=C1OCC(=O)O)C1=CC(=C(C=C1)C)Cl 2-((4-(3-(((tert-butoxycarbonyl)amino)methyl)pyrrolidin-1-yl)-2-(3-chloro-4-methylphenyl)pyrimidin-5-yl)oxy)acetic acid